Cl.C(C)C1=CC=C(C=C1)NC1=NC(=NC(=N1)N1CCOCC1)N1CCOCC1 N-(4-ethylphenyl)-4,6-dimorpholino-1,3,5-triazin-2-amine hydrochloride